(2R,4S,5R)-2-(4-amino-2-oxopyrimidin-1(2H)-yl)-3,4-dihydroxy-5-(hydroxymethyl)-tetrahydrofuran-2-carbonitrile NC1=NC(N(C=C1)[C@@]1(O[C@@H]([C@H](C1O)O)CO)C#N)=O